N[C@H]1[C@H](CCC2=CC=CC=C12)NC(=O)C1=CC=2C(=NC=CC2)N1 N-((3S,4R)-4-aminotetralin-3-yl)-1H-pyrrolo[2,3-b]Pyridine-2-carboxamide